CN(C(CCOCCCCCCCC)=O)C N,N-dimethyl-β-octoxypropionamide